(5-(3-((4-(6-aminohexyl)-1-phenyl-1H-imidazol-2-yl)carbamoyl)phenyl)pyridin-2-yl)carbamic acid tert-butyl ester C(C)(C)(C)OC(NC1=NC=C(C=C1)C1=CC(=CC=C1)C(NC=1N(C=C(N1)CCCCCCN)C1=CC=CC=C1)=O)=O